ClC=1C=C2C(=C(C=NC2=CC1)NC1CCC(CC1)(F)F)NC1=C(C(=O)OC)C=CC=C1 methyl 2-[[6-chloro-3-[(4,4-difluorocyclohexyl)amino]-4-quinolyl]amino]benzoate